tert-butyl 4-(6-bromo-2-pyridyl)piperazine-1-carboxylate BrC1=CC=CC(=N1)N1CCN(CC1)C(=O)OC(C)(C)C